C[C@@H]1N(CC1)C1=C(C#N)C(=CC(=N1)N1CC2(C1)CNC2)C(F)(F)F (S)-2-(2-methylazetidine-1-yl)-6-(2,6-diazaspiro[3.3]heptan-2-yl)-4-(trifluoromethyl)nicotinonitrile